4-(trimethylsilyl)phenylboronic acid C[Si](C1=CC=C(C=C1)B(O)O)(C)C